tert-Butyl 6-(4-aminophenyl)-3-(bis(tert-butoxycarbonyl)amino)-4-methyl-pyrazolo[3,4-d]pyrimidine-1-carboxylate NC1=CC=C(C=C1)C1=NC(=C2C(=N1)N(N=C2N(C(=O)OC(C)(C)C)C(=O)OC(C)(C)C)C(=O)OC(C)(C)C)C